COC=1C=C(CCN)C=C(C1OC)OC 3,4,5-trimethoxyphenethyl-amine